ClC1=C(C=C2C=C(N=CC2=C1)NC(=O)C1CC1)C1CCN(CC1)[C@H]1COC[C@H]1O N-(7-chloro-6-(1-((3S,4S)-4-hydroxytetrahydrofuran-3-yl)piperidin-4-yl)isoquinolin-3-yl)cyclopropanecarboxamide